[4-(2,4-Dioxohexahydropyrimidin-1-yl)-8-quinolinyl]Piperazine-1-carboxylic acid tert-butyl ester C(C)(C)(C)OC(=O)N1C(CNCC1)C=1C=CC=C2C(=CC=NC12)N1C(NC(CC1)=O)=O